N-(1-METHYL-1H-INDAZOL-7-YL)-6-(THIAZOL-5-YL)PYRIDINE-3-SULFONAMIDE CN1N=CC2=CC=CC(=C12)NS(=O)(=O)C=1C=NC(=CC1)C1=CN=CS1